1'-ethyl-2,2'-bipyridine C(C)N1C(=CC=CC1)C1=NC=CC=C1